4-(2-pyrrolidin-1-ylethylcarbamoyloxy)dodecanoic acid N1(CCCC1)CCNC(=O)OC(CCC(=O)O)CCCCCCCC